NC1CC(N(CC1)C(=O)OC(C)(C)C)(C)C tert-butyl 4-amino-2,2-dimethyl-piperidine-1-carboxylate